NC=1C(=NC(=CN1)Br)C(=O)NC1=NC=CC=C1N1CCC(CC1)(C)NC(OC(C)(C)C)=O tert-butyl (1-(2-(3-amino-6-bromopyrazine-2-carboxamido)pyridin-3-yl)-4-methylpiperidin-4-yl)carbamate